cis-2-octadecene-1,18-dicarboxylic acid C(\C=C/CCCCCCCCCCCCCCCC(=O)O)C(=O)O